OCC#CC=1C(NC(NC1)=O)=O 5-(3-hydroxyprop-1-ynyl)-1,3-dihydropyrimidine-2,4-dione